tert-butyl (2S)-4-[6-Fluoro-7-(2-fluoro-6-hydroxy-phenyl)-1-(2-isopropyl-4-methyl-3-pyridyl)-2-oxo-4-Quinolinyl]-2-methyl-piperazine-1-carboxylate FC=1C=C2C(=CC(N(C2=CC1C1=C(C=CC=C1O)F)C=1C(=NC=CC1C)C(C)C)=O)N1C[C@@H](N(CC1)C(=O)OC(C)(C)C)C